FC=1C(=CC2=C(C(NC=3CN(CC(C23)N(C(=O)N2CC3=CC=C(C=C3C2)C(F)(F)F)C)C(=O)OC(C)(C)C)=O)C1)F tert-butyl 8,9-difluoro-1-(N-methyl-5-(trifluoromethyl) isoindoline-2-carboxamido)-6-oxo-1,4,5,6-tetrahydrobenzo[c][1,7]naphthyridine-3(2H)-carboxylate